C(C)C=1C=CC=C2C=CC=C(C12)N1CC=2N=C(N=C(C2CC1)N1CC(CCC1)C1=NN(C=C1)C)OCC1(CC1)CN(C)C 1-(1-(((7-(8-ethylnaphthalen-1-yl)-4-(3-(1-methyl-1H-pyrazol-3-yl)piperidin-1-yl)-5,6,7,8-tetrahydropyrido[3,4-d]pyrimidin-2-yl)oxy)methyl)cyclopropyl)-N,N-dimethylmethanamine